2-[(2S)-1-[3-ethyl-7-[[6-[[1-(4-piperidylmethyl)-4-piperidyl]oxy]-3-pyridyl]methylamino]pyrazolo[1,5-a]pyrimidin-5-yl]-2-piperidyl]ethanol C(C)C=1C=NN2C1N=C(C=C2NCC=2C=NC(=CC2)OC2CCN(CC2)CC2CCNCC2)N2[C@@H](CCCC2)CCO